N-(4-(4-amino-3-(3-fluoro-4-((4-methylpyrimidin-2-yl)oxy)phenyl)-7-(1-(methyl-d3)-1H-pyrazol-4-yl)thieno[3,2-c]pyridin-2-yl)-3-methylphenyl)methacrylamide NC1=NC=C(C2=C1C(=C(S2)C2=C(C=C(C=C2)NC(C(=C)C)=O)C)C2=CC(=C(C=C2)OC2=NC=CC(=N2)C)F)C=2C=NN(C2)C([2H])([2H])[2H]